BrCC1CCC2(CC2)CC1 6-(bromomethyl)spiro[2.5]octane